O[C@@H](C)C12CNCC(CC1)N2C(=O)OC(C)(C)C tert-butyl ((S)-1-hydroxyethyl)-3,8-diazabicyclo[3.2.1]octane-8-carboxylate